racemic-β-pinene C12C(CCC(C1(C)C)C2)=C